FC(C(=O)C(CCC[C@H](N)C(=O)O)N)(F)F ε-trifluoroacetyl-L-lysine